ClC=1C=C(C=CC1C)S(=O)(=O)NC=1C(=C(C(=CC1)F)C=1C=C2C=NC(=NC2=CC1)NC(C(C)(C)C)=O)F N-(6-(3-(3-chloro-4-methylphenylsulfonamido)-2,6-difluorophenyl)quinazolin-2-yl)pivalamide